C1(=C(C=CC=C1)OC[C@@H](N)C(=O)O)C O-(2-tolyl)-D-serine